BrC=1C(N(C=CC1N[C@@H]1C[C@@H](CN(C1)C)C1=CC=C(C(=O)OC)C=C1)C)=O methyl 4-[(3R,5R)-5-[(3-bromo-1-methyl-2-oxo-4-pyridyl)amino]-1-methyl-3-piperidyl]benzoate